(6aS,6a'S)-3,3'-((1,3-Phenylenebis(methylene))bis(oxy))bis(2-methoxy-8-(thiophen-3-yl)-7,10-dihydrobenzo[e]pyrido[1,2-a][1,4]diazepin-12(6aH)-one) C1(=CC(=CC=C1)COC=1C(=CC2=C(N=C[C@H]3N(C2=O)CC=C(C3)C3=CSC=C3)C1)OC)COC=1C(=CC3=C(N=C[C@H]2N(C3=O)CC=C(C2)C2=CSC=C2)C1)OC